CN(/C=C(\CC1=CC=C(C2=CC=CC=C12)OC)/C1=CC=C(C=C1)Br)C (E)-3-(dimethylamino)-1-(4-methoxynaphthalene-1-yl)-2-(4-bromophenyl)prop-2-ene